titanium silicon iron titanium [Ti].[Fe].[Si].[Ti]